1-benzyl-3-(4-((4-(2-(piperidine-1-yl)ethoxy)benzyl)oxy)naphthalen-1-yl)urea phosphate P(=O)(O)(O)O.C(C1=CC=CC=C1)NC(=O)NC1=CC=C(C2=CC=CC=C12)OCC1=CC=C(C=C1)OCCN1CCCCC1